FC=1C=CC(=C(C1)CC(=O)NC=1SC=CN1)O 2-(5-fluoro-2-hydroxy-phenyl)-N-thiazol-2-yl-acetamide